N-(2-oxo-2-(prop-2-yn-1-ylamino)ethyl)-2-(N-(1-(2,2,2-trifluoro-1-(naphthalen-1-yl)ethyl)piperidin-4-yl)methylsulfonamido)acetamide O=C(CNC(CN(S(=O)(=O)C)C1CCN(CC1)C(C(F)(F)F)C1=CC=CC2=CC=CC=C12)=O)NCC#C